C1(CC1)C=1C=C(CN(C(CNS(=O)(=O)C2=C(C(=C(C(=C2)F)F)F)F)=O)C2=C(C=C(C(=O)O)C=C2)OCC)C=C(C1)C1CC1 4-(N-(3,5-dicyclopropylbenzyl)-2-((2,3,4,5-tetrafluorophenyl)sulfonamido)acetamido)-3-ethoxybenzoic acid